C(C)(C)(C)OC(N(CCCN(C)C)CCCN(C)C)=O tert-Butyl-bis(3-(dimethylamino)propyl)carbamat